C(C)(C)(C)OC(=O)N1CC2(CC(C2)CNC=2C=CC=3N(N2)C(=CN3)C3=CC(=CC=C3)C(F)(F)F)CC1 2-[[[3-[3-(trifluoromethyl)phenyl]imidazo[1,2-b]pyridazin-6-yl]amino]methyl]-6-azaspiro[3.4]octane-6-carboxylic acid tert-butyl ester